COC(=O)C=1C(=NC=CC1)C(=O)O (methoxycarbonyl)-2-pyridinecarboxylic acid